NC1=C2C(=NC=N1)N(N=C2C2=CC(=CC=C2)O)CC2=NC1=CC=CC(=C1C(N2CC2=C(C=CC=C2)Cl)=O)C#CCCCC(=O)NC2=CC=NC=C2 6-(2-((4-Amino-3-(3-hydroxyphenyl)-1H-pyrazolo[3,4-d]pyrimidin-1-yl)methyl)-3-(2-chlorobenzyl)-4-oxo-3,4-dihydroquinazolin-5-yl)-N-(pyridin-4-yl)hex-5-ynamide